2-ethyl-4,6-dihydroxybenzoic acid C(C)C1=C(C(=O)O)C(=CC(=C1)O)O